2-amino-N-(4-hydroxybicyclo[2.2.2]oct-1-yl)-5-(1-(1-isopropylpiperidin-4-yl)-1H-indazole-5-yl)nicotinamide NC1=C(C(=O)NC23CCC(CC2)(CC3)O)C=C(C=N1)C=1C=C3C=NN(C3=CC1)C1CCN(CC1)C(C)C